COC1=CC=C(CN2C(NCC2)=O)C=C1 1-(4-methoxybenzyl)imidazolidin-2-one